1-[2-[4-(2-chlorophenyl)-2-oxo-chromen-7-yl]oxypropionyl]-N-methyl-piperidine-3-sulfonamide ClC1=C(C=CC=C1)C1=CC(OC2=CC(=CC=C12)OC(C(=O)N1CC(CCC1)S(=O)(=O)NC)C)=O